N-(2-hydroxy-4-(methylsulfonyl)phenyl)propionamide OC1=C(C=CC(=C1)S(=O)(=O)C)NC(CC)=O